FC1=CC(=C(C=C1)N1C(C(=CC=C1)C(=O)NC1=CC=C(C=C1)CN1CCOCC1)=O)OCC(F)(F)F 1-[4-fluoro-2-(2,2,2-trifluoroethoxy)phenyl]-N-{4-[(morpholin-4-yl)methyl]phenyl}-2-oxo-1,2-dihydropyridine-3-carboxamide